ClC1=C2CCN[C@@H](C2=C(C=C1)OC)CN1C(C2=CC=CC=C2C1=O)=O (S)-2-((5-chloro-8-methoxy-1,2,3,4-tetrahydroisoquinolin-1-yl)methyl)isoindoline-1,3-dione